C1(=CC=CC=C1)SC1=C(C(=CC=C1)C(=O)O)C(=O)O 2,3-dicarboxyphenyl phenyl sulfide